methyl 2-amino-3-((1-(hydroxymethyl)cyclohexyl)methoxy)butanoate NC(C(=O)OC)C(C)OCC1(CCCCC1)CO